NC=1C=C(C=CC1)C1(CC(C1)CC#N)C1=NN=CN1C 2-[3-(3-aminophenyl)-3-(4-methyl-1,2,4-triazol-3-yl)cyclobutyl]acetonitrile